tert-butyl (S)-5-(3-(adamantan-1-yl)-1,2,4-oxadiazol-5-yl)-5-aminopentylcarbamate C12(CC3CC(CC(C1)C3)C2)C2=NOC(=N2)[C@H](CCCCNC(OC(C)(C)C)=O)N